4-(2-(4-propylcyclohexyl)ethyl)benzene C(CC)C1CCC(CC1)CCC1=CC=CC=C1